C(C)(C)(C)C=1C=C(N(N1)CCO[Si](C)(C)C(C)(C)C)NC(OC1=CC=CC=C1)=O phenyl {5-tert-butyl-2-[2-(tert-butyl-dimethyl-siloxy)-ethyl]-2H-pyrazol-3-yl}-carbamate